5-[5-ethyl-2-methyl-6-oxo-1,6-dihydropyridin-3-yl]thiophene-2-sulfonic acid methyl-(1-methylpyrrolidin-3-yl)amide hydrochloride Cl.CN(S(=O)(=O)C=1SC(=CC1)C1=C(NC(C(=C1)CC)=O)C)C1CN(CC1)C